2-bromo-3-chloro-5-fluoro-pyridine BrC1=NC=C(C=C1Cl)F